COC1=NC=C(C2=CC=CC=C12)C(CO)NC 2-(1-methoxyisoquinolin-4-yl)-2-(methylamino)ethanol